N=1ON=C2C1C=CC(=C2)COC2=C(CNCCO)C=C(C(=C2)OCC=2C(=C(C=CC2)C2=CC=CC=C2)Br)Cl 2-((2-(benzo[c][1,2,5]oxadiazol-5-ylmethoxy)-4-((2-bromo-[1,1'-biphenyl]-3-yl)methoxy)-5-chlorobenzyl)amino)ethan-1-ol